C(C=C)(=O)O.C(=C)OC=C Vinyl ether Acrylate